5-methyl-6-(3-(4-methyl-3-oxopiperazin-1-yl)-7,8-dihydro-1,6-naphthyridin-6(5H)-yl)nicotinonitrile CC=1C(=NC=C(C#N)C1)N1CC=2C=C(C=NC2CC1)N1CC(N(CC1)C)=O